N1=CC(=CC=C1)B(O)O meta-pyridineboronic acid